N1(N=CC=C1)C1=CC=C(C=C1)C1=NC(=CC(=N1)C(=O)NCC1=CC=C(C=C1)/C=C/C(=O)OC)C=O Methyl (E)-3-(4-((2-(4-(1H-pyrazol-1-yl)phenyl)-6-formylpyrimidine-4-carboxamido)methyl)phenyl)acrylate